1-[1-methyl-4-(trifluoromethyl)imidazol-2-yl]piperazine CN1C(=NC(=C1)C(F)(F)F)N1CCNCC1